FC1=C(C#N)C=CC=C1C(C(C)(C)F)=O 2-fluoro-3-(2-fluoro-2-methyl-propanoyl)benzonitrile